COC1=C(C=CC(=C1)/C=C/C(=O)CC(=O)[O-])O The molecule is a 3-oxo monocarboxylic acid anion that is the conjugate base of feruloylacetic acid, obtained by deprotonation of the carboxy group; major species at pH 7.3.